Cl.ClCC=1C=NC(=NC1)C 5-(chloromethyl)-2-methylpyrimidine hydrochloride